Cl.FC(COC=1C=CC(=NC1)[C@@H](C)N)(F)F (R)-1-(5-(2,2,2-trifluoroethoxy)pyridin-2-yl)ethanamine hydrochloride